4-{[(1R)-1-(2-chlorophenyl)ethyl]amino}-2-methylpyrido[3,4-d]pyrimidin ClC1=C(C=CC=C1)[C@@H](C)NC=1C2=C(N=C(N1)C)C=NC=C2